C(=O)OCC\C=C\CC (E)-3-hexen-1-yl formate